NC1=NC=2C=C(C(=CC2C2=C1C=NN2C)C(=O)N(C)[C@H]2COC1=C2C=CC(=C1)C#N)F 4-amino-N-((3R)-6-cyano-2,3-dihydro-1-benzofuran-3-yl)-7-fluoro-N,1-dimethyl-1H-pyrazolo[4,3-c]quinoline-8-carboxamide